C(#N)C1(CC(C1)C1=C(N(C2=C(C=C(C=C12)F)F)C(=O)OC(C)(C)C)C1=CC=C(C=C1)F)O tert-butyl 3-(3-cyano-3-hydroxy-cyclobutyl)-5,7-difluoro-2-(4-fluoro-phenyl)indole-1-carboxylate